CC1=C(C=C(C(=O)NCC2=NC=C3C=CC(=NC3=C2)N2CCN(CC2)C2=CNC(C=C2)=O)C=C1)S(=O)(=O)C 4-methyl-3-(methylsulfonyl)-N-((2-(4-(6-oxo-1,6-dihydropyridin-3-yl)piperazin-1-yl)-1,6-naphthyridin-7-yl)methyl)benzamide